(E)-3-(6-aminopyridin-3-yl)-N-((5-(4-fluoro-3-(morpholine-4-carbonyl)phenyl)-7-(trifluoromethyl)benzofuran-2-yl)methyl)acrylamide NC1=CC=C(C=N1)/C=C/C(=O)NCC=1OC2=C(C1)C=C(C=C2C(F)(F)F)C2=CC(=C(C=C2)F)C(=O)N2CCOCC2